C1(=CC=CC=C1)C=1N=CN(C1)C1=C2C(=NC=C1)NC=C2 4-(4-Phenyl-1H-imidazol-1-yl)-1H-pyrrolo[2,3-b]pyridine